ClC1=CC=C(C(=N1)C=1C=CC2=C(C=NOB2O)C1)N[C@H](C)C=1C=C(C=C2C(C(=C(OC12)N1CCC(CC1)(F)F)C)=O)C 8-[(1R)-1-[[6-chloro-2-(1-hydroxy-2,3,1-benzoxazaborinin-6-yl)-3-pyridyl]amino]ethyl]-2-(4,4-difluoro-1-piperidyl)-3,6-dimethyl-chromen-4-one